4-pentenoic acid C(CCC=C)(=O)O